N-methyl-1-(2-(trifluoromethyl)phenyl)methanamine CNCC1=C(C=CC=C1)C(F)(F)F